BrC=1C(=CC=C2C(=CNC12)C1=NC(=NC=C1Br)N[C@@H]1CNC(CC1)(C)C)C#N (S)-7-bromo-3-(5-bromo-2-((6,6-dimethylpiperidin-3-yl)amino)pyrimidin-4-yl)-1H-indole-6-nitrile